N1C(=NC2=C1C=CC=C2)C=2C=C(NC1=CC=C(C=C1)C=1N=NC=CC1)C=C(C2)C 3-(1H-benzo[d]imidazol-2-yl)-5-methyl-N-(4-(pyridazin-3-yl)phenyl)aniline